ClC1=CC(=C(C(=C1)I)CO)F (4-chloro-2-fluoro-6-iodophenyl)methanol